OC[C@H]1C[C@H](CN(C1)C(C1=CC=CC=C1)(C1=CC=CC=C1)C1=CC=CC=C1)N1C(NC(C(=C1)C(=O)OCC(F)(F)F)=O)=O 2,2,2-trifluoroethyl 1-((3R,5S)-5-(hydroxymethyl)-1-tritylpiperidin-3-yl)-2,4-dioxo-1,2,3,4-tetrahydropyrimidine-5-carboxylate